COC(C)(C)N1N=C(C(=C1)C#N)C1=CC=C(C=C1)OC1=CC=CC=C1 (E)-1-(2-methoxypropan-2-yl)-3-(4-phenoxyphenyl)-1H-pyrazole-4-carbonitrile